COC1=C(CNC2=C3C(=NC=N2)N(N=C3I)C3COCC3)C=CC(=C1)OC N-(2,4-DIMETHOXYBENZYL)-3-IODO-1-(TETRAHYDROFURAN-3-YL)-1H-PYRAZOLO[3,4-D]PYRIMIDIN-4-AMINE